tertiary butyliminotri(methylethylamino)niobium C(C)(C)(C)N=[Nb](N(C)CC)(N(C)CC)N(CC)C